4-(5-chlorothien-2-yl)-1-(2,4-difluorophenyl)-3-(4-fluorophenyl)-N-(2-methoxyethyl)-5-methyl-4,5-dihydro-1H-pyrazole-5-carboxamide ClC1=CC=C(S1)C1C(=NN(C1(C(=O)NCCOC)C)C1=C(C=C(C=C1)F)F)C1=CC=C(C=C1)F